(R,E)-N-(1-(6-bromo-3-methyl-4-oxo-2-(tetrahydro-2H-pyran-4-yl)-3,4-dihydroquinazolin-8-yl)ethylidene)-2-methylpropane-2-sulfinamide BrC=1C=C2C(N(C(=NC2=C(C1)\C(\C)=N\[S@](=O)C(C)(C)C)C1CCOCC1)C)=O